bis[(methoxycarbonyl)oxy]methyl {[(2R,3S,4R,5R)-5-(2-chloro-6-{[(3S)-oxolan-3-yl]amino}-9H-purin-9-yl)-3,4-dihydroxyoxolan-2-yl]methoxy}methanephosphonate ClC1=NC(=C2N=CN(C2=N1)[C@H]1[C@@H]([C@@H]([C@H](O1)COCP([O-])(=O)OC(OC(=O)OC)OC(=O)OC)O)O)N[C@@H]1COCC1